FC1=CC=C(C=C1)C(=O)N1[C@@H](C=2N(CC1)C(=NN2)C=2SC1=NC=CC=C1N2)C (R)-(4-Fluorophenyl)(8-methyl-3-(thiazolo[5,4-b]pyridin-2-yl)-5,6-dihydro-[1,2,4]Triazolo[4,3-a]pyrazin-7(8H)-yl)methanone